C(C(C)(C)C)(=O)OCC[C@H]1OC2(O[C@@H]1CC1=CC=CC=C1)CCCCC2 2-((2R,3R)-3-benzyl-1,4-dioxaspiro[4.5]decan-2-yl)ethyl pivalate